FC=1C(=C(C(=CC1)C(C(C(F)(F)F)(F)F)=O)S(=O)(=O)NC)C 3-fluoro-N,2-dimethyl-6-(2,2,3,3,3-pentafluoropropionyl)benzenesulfonamide